3-(1-oxo-5-(1-((S)-pyrrolidin-2-yl)propoxy)isoindolin-2-yl)piperidine-2,6-dione O=C1N(CC2=CC(=CC=C12)OC(CC)[C@H]1NCCC1)C1C(NC(CC1)=O)=O